THORON [220Rn]